2-(3-(1-methylindolin-6-yl)ureido)propanamide CN1CCC2=CC=C(C=C12)NC(NC(C(=O)N)C)=O